1-[2-[4-acetamido-N-(3-thienylmethyl)anilino]-2-oxo-ethyl]-6-chloro-benzimidazole-2-carboxamide C(C)(=O)NC1=CC=C(N(CC2=CSC=C2)C(CN2C(=NC3=C2C=C(C=C3)Cl)C(=O)N)=O)C=C1